O=C1NC(CCC1NC(=O)C1=C(SC=C1)CNC(OC(C)(C)C)=O)=O tert-butyl ((3-((2,6-dioxopiperidin-3-yl)carbamoyl)thiophen-2-yl)methyl)carbamate